4-(((5-methylisoxazol-3-yl)amino)thio)aniline CC1=CC(=NO1)NSC1=CC=C(N)C=C1